4-((2-(((3,6-difluoropyridin-2-yl)(3-methylbicyclo[3.1.0]hexane-3-yl)methyl)amino)-3,4-dioxocyclobut-1-en-1-yl)amino)-3-hydroxy-N,N-dimethylpicolinamide FC=1C(=NC(=CC1)F)C(C1(CC2CC2C1)C)NC1=C(C(C1=O)=O)NC1=C(C(=NC=C1)C(=O)N(C)C)O